sodium xylenol C1(C(C=CC=C1)C)(C)O.[Na]